1-(2-(4-(((3aR,5s,6aS)-2-(cyanomethyl)octahydrocyclopenta[c]pyrrol-5-yl)-amino)-1H-pyrrolo[2,3-b]pyridin-5-yl)thiazole-5-carboxamido)cyclobutane-1-carboxylic acid C(#N)CN1C[C@@H]2[C@H](C1)CC(C2)NC2=C1C(=NC=C2C=2SC(=CN2)C(=O)NC2(CCC2)C(=O)O)NC=C1